ClCCC1=CN(C2=CN=CC=C21)C=2C=C1CCCN(C1=CC2C(F)F)C2=NN(C1=C2CN(CC1)C(C)=O)C1CCOCC1 1-(3-{6-[3-(2-chloroethyl)pyrrolo[2,3-c]pyridin-1-yl]-7-(difluoromethyl)-3,4-dihydro-2H-quinolin-1-yl}-1-(oxan-4-yl)-4H,6H,7H-pyrazolo[4,3-c]pyridin-5-yl)ethanone